COOC(CCC)C=CCCCCCCCCCCCC(OC)OC dimethoxytetradecenyl-butoxy methyl ether